tert-butyl 3,4-dihydro-2,7-naphthyridine-2(1H)-carboxylate C1N(CCC2=CC=NC=C12)C(=O)OC(C)(C)C